CC1=C(C=CC(=C1)N1C[C@H]2CC[C@@H](C1)N2C)NC2=NC=C(C(=N2)NCCCN2CCOCCC2=O)C(F)(F)F 4-(3-((2-((2-methyl-4-((1R,5S)-8-methyl-3,8-diazabicyclo[3.2.1]octan-3-yl)phenyl)amino)-5-(trifluoromethyl)pyrimidin-4-yl)amino)propyl)-1,4-oxazepan-5-one